O=C(CCCC1CC(CCC1)=O)N1CCC(CC1)N1N=CC(=C1)C1=NC2=CC=CC=C2N=C1 3-[4-oxo-4-[4-(4-quinoxalin-2-ylpyrazol-1-yl)-1-piperidyl]butyl]cyclohexanone